FC1=CC=C(C=C1)C(N1C[C@@H](N(C[C@H]1C)C1=CC(N(C=2C=CC(=NC12)C#N)C)=O)C)C1=NC(=NO1)C1NCOC1 8-[(2s,5r)-4-[(4-fluorophenyl)[3-(oxazolidin-4-yl)-1,2,4-oxadiazol-5-yl]methyl]-2,5-dimethylpiperazin-1-yl]-5-methyl-6-oxo-5,6-dihydro-1,5-naphthyridine-2-carbonitrile